methyl [1-(aminomethyl)cyclopentyl]acetate NCC1(CCCC1)CC(=O)OC